N,N'-bis(3,5-di-tert-butyl-4-hydroxyphenyl-propionyl)hexamethylene-diamide C(C)(C)(C)C=1C=C(C=C(C1O)C(C)(C)C)CCC(=O)[N-]CCCCCC[N-]C(CCC1=CC(=C(C(=C1)C(C)(C)C)O)C(C)(C)C)=O